C(C)(C)(C)OC(=O)N1COC2=C(C1)C=CC=C2/C(=C/C(=O)OCC)/CC 8-[(E)-1-ethoxy-1-oxopent-2-en-3-yl]-2,4-dihydro-1,3-benzoxazine-3-carboxylic acid tert-butyl ester